CN(C1CN(CC1)C1=C(C=C(C(=C1)F)C=1C=NC(=NC1)N1CCOCC1)NC(=O)C1=CNC(C=C1C(F)(F)F)=O)C N-[2-[3-(dimethylamino)pyrrolidin-1-yl]-4-fluoro-5-(2-morpholin-4-ylpyrimidin-5-yl)phenyl]-6-oxo-4-(trifluoromethyl)-1H-pyridine-3-carboxamide